N=1C=C(N2C1COCC2)C(=O)N2CC1=C(CC2)C(=CS1)C(=O)OCC ethyl 6-(6,8-dihydro-5H-imidazo[2,1-c][1,4]oxazine-3-carbonyl)-5,7-dihydro-4H-thieno[2,3-c]pyridine-3-carboxylate